CNC(CC(=O)N)=O N-methyl-propanediamide